(3,6-dihydropyridin-1(2H)-yl)methanone methyl-4-[[5-fluoro-4-[4-[(2-fluorobenzoyl)amino]anilino]pyrimidin-2-yl]amino]benzoate COC(C1=CC=C(C=C1)NC1=NC=C(C(=N1)NC1=CC=C(C=C1)NC(C1=C(C=CC=C1)F)=O)F)=O.N1(CCC=CC1)C=O